CN1N=CC(=C1C1=CC=2N(C=C1)N=C(C2)NC2=NC=C(N=C2)C(F)(F)F)OC[C@@H]2N(CC2)C 5-[2-methyl-4-[[(2R)-1-methylazetidin-2-yl]methoxy]pyrazol-3-yl]-N-[5-(trifluoromethyl)pyrazin-2-yl]pyrazolo[1,5-a]pyridin-2-amine